C(C)OC(=O)C=1N=C(OC1CC)N1CC(C1)(C)OC 5-ethyl-2-(3-methoxy-3-methylazetidin-1-yl)oxazole-4-carboxylic acid ethyl ester